C(=O)[C@@H]1N([C@@H](C[C@@H]1O[Si](CC)(CC)CC)C=O)C(=O)OC(C)(C)C Tert-butyl (2R,3S,5S)-2,5-diformyl-3-((triethylsilyl)oxy)pyrrolidine-1-carboxylate